C(CCCC)NCC(=O)O N-(pentyl)glycine